CN(CCOC1=CC2=C(C3=C(C(C=C(N3CC2)OCC2OCCCC2)=O)C)C=C1)C 9-(2-dimethylaminoethyloxy)-1-methyl-4-(tetrahydropyran-2-ylmethoxy)-6,7-dihydrobenzo[a]quinolizin-2-one